C(C)(C)(C)OC(=O)N1CC2=C(C=C(C=C2CC1)C=1C=NN(C1)C(=O)OC(C)(C)C)O 6-(1-(tert-butoxycarbonyl)-1H-pyrazol-4-yl)-8-hydroxy-3,4-dihydroisoquinoline-2(1H)-carboxylic acid tert-butyl ester